5-((S)-2-((tert-Butoxycarbonyl)amino)-2-cyclohexylacetamido)-2-isopropyl-2,3-dihydro-1H-indene-2-carboxylic acid methyl ester COC(=O)C1(CC2=CC=C(C=C2C1)NC([C@H](C1CCCCC1)NC(=O)OC(C)(C)C)=O)C(C)C